C12N(CC(NC1)CC2)C=2C1=C(N=C(N2)OCC23CCCN3CCC2)C(=C(N=C1)C1=CC(=CC2=CC=C(C(=C12)F)F)O)F 4-(4-(2,5-Diazabicyclo[2.2.2]octan-2-yl)-8-fluoro-2-((tetrahydro-1H-pyrrolizin-7a(5H)-yl)methoxy)pyrido[4,3-d]pyrimidin-7-yl)-5,6-difluoronaphthalen-2-ol